C(C(O)CC(=O)O)(=O)O.N1C=NC(=C1)CCNC(CC(=O)NCCC=1N=CNC1)=O N,N'-bis[2-(1H-imidazol-4-yl)ethyl]propanediamide malate